OCCN(C(O[C@@H]1CC[C@H](CC1)C(N(C[C@@H]1CC[C@H](CC1)C1=NC(=C(C=C1)OC)C)C1=NC=CC(=C1)C=1N=C(OC1)C1CC1)=O)=O)C trans-4-((4-(2-Cyclopropyloxazol-4-yl)pyridin-2-yl)-((trans-4-(5-meth-oxy-6-methylpyridin-2-yl)cyclohexyl)-methyl)carbamoyl)-cyclohexyl (2-hydroxyethyl)(meth-yl)carbamate